FC(CN1N=C(C=C1)C(=O)NC1CCN(CC1)CC(F)(F)F)(F)F 1-(2,2,2-trifluoroethyl)-N-(1-(2,2,2-trifluoroethyl)piperidin-4-yl)-1H-pyrazole-3-carboxamide